CN[C@@H](CC1=CC2=CC=CC=C2C=C1)C(=O)O Nα-methyl-β-(2-naphthyl)-L-alanine